FC=1C=C(C=C(C1O)[N+](=O)[O-])C(C)=O 1-(3-fluoro-4-hydroxy-5-nitrophenyl)ethanone